(R)-1-(3-(4-amino-7-methyl-5-(4-((6-methylpyridin-2-yl)oxy)phenyl)-7H-pyrrolo[2,3-d]pyrimidin-6-yl)-2-methyl-2,5-dihydro-1H-pyrrol-1-yl)-2-methylprop-2-en-1-one NC=1C2=C(N=CN1)N(C(=C2C2=CC=C(C=C2)OC2=NC(=CC=C2)C)C=2[C@H](N(CC2)C(C(=C)C)=O)C)C